2-(hex-5-yn-1-yl)-2,3-dihydro-1H-isoindole-1,3-dione C(CCCC#C)N1C(C2=CC=CC=C2C1=O)=O